N-(5-(2-(benzylamino)-2-oxoethoxy)-3,4,6-trimethylpyridin-2-yl)-3-chloro-6-fluorobenzo[b]thiophene-2-carboxamide C(C1=CC=CC=C1)NC(COC=1C(=C(C(=NC1C)NC(=O)C1=C(C2=C(S1)C=C(C=C2)F)Cl)C)C)=O